1,3,5-Tri(m-pyridine-3-ylphenyl)benzene N1=CC(=CC=C1)C=1C=C(C=CC1)C1=CC(=CC(=C1)C1=CC(=CC=C1)C=1C=NC=CC1)C1=CC(=CC=C1)C=1C=NC=CC1